N-(4-(N-(2'-amino-5'H-spiro[isochroman-4,4'-thiazol]-6-yl)sulfamoyl)phenyl)acetamide NC=1SCC2(N1)COCC1=CC=C(C=C12)NS(=O)(=O)C1=CC=C(C=C1)NC(C)=O